(S)-1-(3'-cyano-2'-methyl-[1,1'-biphenyl]-4-carbonyl)-5-oxopiperidine-2-carboxylic acid methyl ester COC(=O)[C@H]1N(CC(CC1)=O)C(=O)C1=CC=C(C=C1)C1=C(C(=CC=C1)C#N)C